Hydroxyacetophenone OCC(=O)C1=CC=CC=C1